(1S,3R)-3-(3-(2-(3-methylisoxazol-5-yl)acetamido)-1H-pyrazol-5-yl)cyclopentyl 3-methylbutanoate CC(CC(=O)O[C@@H]1C[C@@H](CC1)C1=CC(=NN1)NC(CC1=CC(=NO1)C)=O)C